methyl 1-(3-azidopyrazin-2-yl)-1H-indazol-4-carboxylate N(=[N+]=[N-])C=1C(=NC=CN1)N1N=CC=2C(=CC=CC12)C(=O)OC